3-(5-(2H-1,2,3-triazol-2-yl)pyrid-2-yl)-5-methyl-6-(4-nitrophenyl)thieno[2,3-d]pyrimidine-2,4(1H,3H)-dione N=1N(N=CC1)C=1C=CC(=NC1)N1C(NC2=C(C1=O)C(=C(S2)C2=CC=C(C=C2)[N+](=O)[O-])C)=O